NC=1C2=C(N=CN1)N(C=C2C=2C(=C(C=CC2)NS(=O)(=O)C2=CC(=C(C=C2)OC)C)F)C2CCN(CC2)CC N-{3-[4-amino-7-(1-ethyl-piperidin-4-yl)-7H-pyrrolo[2,3-d]pyrimidin-5-yl]-2-fluoro-phenyl}-4-methoxy-3-methyl-benzenesulfonamide